[N+](=O)([O-])C=1N=C(NC1)CCCCS(=O)(=O)O nitroimidazole-butanesulfonic acid